CN1C(C2=C(N=C(N=C2NC2(CC2)C)S(=O)C)C=C1)=O 6-methyl-4-[(1-methylcyclopropyl)amino]-2-methylsulfinyl-pyrido[4,3-d]pyrimidin-5-one